CN1C[C@@H](CC1)N1N=C2C=CC(=CC2=C1)B1OC(C(O1)(C)C)(C)C |r| 2-[rac-(3R)-1-Methylpyrrolidin-3-yl]-5-(4,4,5,5-tetramethyl-1,3,2-dioxaborolan-2-yl)indazole